2,4-Dichloro-α-(3,4-dihydro-4-oxo-2(1H)-quinazolinylidene)-β-oxo-phenylpropanenitrile ClC1=C(C=CC(=C1)Cl)C(C(C#N)=C1NC2=CC=CC=C2C(N1)=O)=O